C(C)(C)(C)OC(=O)NC[C@H]1[C@H](C1)C[C@H]([C@@H](C)NC(OC(C)(C)C)=O)CO Tert-butyl ((2R,3R)-4-((1R,2R)-2-(((tert-butoxycarbonyl)amino)methyl)cyclopropyl)-3-(hydroxymethyl)butan-2-yl)carbamate